OC(C)(C)C1CC(C1)NC(=O)C1=C(C=2NC=3C=CC=CC3C2N=C1)NC(C)C N-((1R,3R)-3-(2-hydroxypropan-2-yl)cyclobutyl)-4-(isopropylamino)-5H-pyrido[3,2-b]indole-3-carboxamide